(+/-)-(syn)-4-fluoro-2-methyl-4-(3-methylpyridin-2-yl)-N-[4-trifluoromethyl-phenyl]piperidine-1-carboxamide FC1(CC(N(CC1)C(=O)NC1=CC=C(C=C1)C(F)(F)F)C)C1=NC=CC=C1C